C(C)(C)(C)P(C(C)(C)C)C(C)(C)C tri(t-butyl)phosphin